OC1=C(C=CC=C1)C1=CC=CN=N1 6-(2-hydroxyphenyl)pyridazin